3-(2,2-diphenyl-2-(phenyl(propionyloxy)methoxy)acetoxy)spiro[bicyclo[3.2.1]octane-8,1'-pyrrolidin]-8-ium 2,2,2-trifluoroacetate FC(C(=O)[O-])(F)F.C1(=CC=CC=C1)C(C(=O)OC1CC2CCC(C1)[N+]21CCCC1)(OC(OC(CC)=O)C1=CC=CC=C1)C1=CC=CC=C1